N-(1-cyclopropyl-2,2,2-trifluoroethyl)-5-(6-fluoropyridin-3-yl)-7-methylpyrazolo[1,5-a]Pyrimidine C1(CC1)C(C(F)(F)F)N1CC=C2N1C(=CC(=N2)C=2C=NC(=CC2)F)C